methyl 3-(3-cyclopropylphenoxy)-5-prop-2-ynoxy-pyridine-4-carboxylate C1(CC1)C=1C=C(OC=2C=NC=C(C2C(=O)OC)OCC#C)C=CC1